6-bromo-4-fluoro-5-methoxy-1-{[2-(trimethylsilyl)ethoxy]methyl}-1,3-benzodiazole BrC=1C(=C(C2=C(N(C=N2)COCC[Si](C)(C)C)C1)F)OC